2,2'-(octadecylimino)diethanol C(CCCCCCCCCCCCCCCCC)N(CCO)CCO